C1(CC1)N1CC2=CC(=C(C=C2C1)NC1=NC=C(C(=N1)C=1SC=C(C1)S(=O)(=O)C)C(F)(F)F)F 2-cyclopropyl-6-fluoro-N-[4-(4-methylsulfonyl-2-thienyl)-5-(trifluoromethyl)pyrimidin-2-yl]isoindolin-5-amine